2-(ethyl(6-(((5-(3-fluoropyridin-4-yl)-7H-pyrrolo[2,3-d]pyrimidin-4-yl)amino)methyl)pyridin-2-yl)amino)ethan-1-ol C(C)N(CCO)C1=NC(=CC=C1)CNC=1C2=C(N=CN1)NC=C2C2=C(C=NC=C2)F